NC1=NC=C(C(=N1)N)CC1=CC(=C(OCCCNC(OCC2=C(C=C(C(=C2)OC)OCCOCCOCCOCCOCCCCCCCl)[N+](=O)[O-])=O)C(=C1)OC)OC 4-((18-Chloro-3,6,9,12-tetraoxaoctadecyl)oxy)-5-methoxy-2-nitrobenzyl (3-(4-((2,4-diaminopyrimidin-5-yl)methyl)-2,6-dimethoxyphenoxy)propyl)carbamate